CC=1N=C(N2N=CC=C(C21)C2=C(C=C(C=C2)S(=O)(=O)C)C)C2=CC=NN2 5-methyl-4-(2-methyl-4-(methylsulfonyl)phenyl)-7-(1H-pyrazol-5-yl)imidazo[1,5-b]pyridazin